4-fluoro-3-iodo-pyridin-2-amine FC1=C(C(=NC=C1)N)I